C(C)(C)(C)C=1C=CC(=NC1)C1OC2=CC(=NC(NS(C=3C=CC=C(C(NC1)=O)C3)(=O)=O)=N2)C2=C(C=CC=C2C)C 10-(5-tert-butyl-2-pyridyl)-6-(2,6-dimethylphenyl)-2,2-dioxo-9-oxa-2λ6-thia-3,5,12,19-tetrazatricyclo[12.3.1.14,8]nonadeca-1(18),4(19),5,7,14,16-hexaen-13-one